1-methyl-3-decylimidazolium bis(trifluoromethylsulfonyl)imide [N-](S(=O)(=O)C(F)(F)F)S(=O)(=O)C(F)(F)F.CN1C=[N+](C=C1)CCCCCCCCCC